3,5-dihydroxypentane OC(CC)CCO